BrC=1C=C(C=CC1)CCNC(OC(C)(C)C)=O tert-butyl 3-bromophenylethylcarbamate